S1C=NC2=C1C=CC(=C2)CC(=O)N=[N+]=[N-] 2-(benzo[d]thiazol-5-yl)acetyl azide